C1(CC1)C1=C(C(=NO1)C1=C(C=NC=C1Cl)Cl)COC12CCC(CC1)(CC2)C#CC2=CC=C1C=CN=C(C1=C2)NC2CC2 7-((4-((5-Cyclopropyl-3-(3,5-dichloropyridin-4-yl)isoxazol-4-yl)methoxy)bicyclo[2.2.2]octan-1-yl)ethynyl)-1-(cyclopropylamino)isochinolin